O.C(CO)(=O)O glycolic acid monohydrate